6-(Benzylthio)-N-(4-(1,1,1,3,3,3-hexafluoro-2-hydroxypropan-2-yl)phenyl)-1,2,3,4-tetrahydroisoquinoline-1-carboxamide C(C1=CC=CC=C1)SC=1C=C2CCNC(C2=CC1)C(=O)NC1=CC=C(C=C1)C(C(F)(F)F)(C(F)(F)F)O